O1CCN(CC1)CC1=CC=C(CC2=CN=C3C4=C(C=CC=C24)C(N3)=O)C=C1 6-(4-(morpholinomethyl)benzyl)-2-oxopyrrolo[4,3,2-ij]isoquinolin